(phenoxathiine-2-carbonyl)glycine C1=C(C=CC=2OC3=CC=CC=C3SC12)C(=O)NCC(=O)O